[H+].C[C@@H](CN1CC(=O)NC(=O)C1)N2CC(=O)NC(=O)C2.[Cl-] The molecule is a hydrochloride. It has a role as an antineoplastic agent, a cardiovascular drug, a chelator and an immunosuppressive agent. It contains a (+)-dexrazoxane.